3-(7-(((3S,4S)-3-fluoro-1-methylpiperidin-4-yl)amino)-3-(2,2,2-trifluoroethyl)benzofuran-2-yl)prop-2-yn F[C@H]1CN(CC[C@@H]1NC1=CC=CC=2C(=C(OC21)C#CC)CC(F)(F)F)C